The molecule is an 11beta-hydroxy steroid, a 17alpha-hydroxy steroid, a 20-oxo steroid, a 3-oxo-Delta(1),Delta(4)-steroid, a chlorinated steroid and a tertiary alpha-hydroxy ketone. It has a role as an anti-inflammatory drug, a dermatologic drug, a vasoconstrictor agent and an anti-allergic agent. It derives from a Delta(1)-progesterone. C[C@@H]1C[C@H]2[C@@H]3CCC4=CC(=O)C=C[C@@]4([C@]3([C@H](C[C@@]2([C@]1(C(=O)CCl)O)C)O)Cl)C